Natrium carbonat-Hydrat O.C([O-])([O-])=O.[Na+].[Na+]